3-(1H-tetrazol-1-yl)propanoate N1(N=NN=C1)CCC(=O)[O-]